C1(CC1)C=1C=C(C=CC1)C=1C=CC(=NC1)N 5-(3-cyclopropylphenyl)pyridin-2-amine